Tert-Butyl N-[2-({4-[4-(4-Cyclopropoxy-6-Fluoropyridine-3-Amido)-2,6-Difluorophenoxy]Quinolin-7-yl}Oxy)Ethyl]-N-Methylcarbamate C1(CC1)OC1=C(C=NC(=C1)F)C(=O)NC1=CC(=C(OC2=CC=NC3=CC(=CC=C23)OCCN(C(OC(C)(C)C)=O)C)C(=C1)F)F